bis(4-(pyridin-2-yl)benzaldehyde) iridium dichloride [Ir](Cl)Cl.N1=C(C=CC=C1)C1=CC=C(C=O)C=C1.N1=C(C=CC=C1)C1=CC=C(C=O)C=C1